O=S (oxy)sulfide